[Mg].[Mg].[Mg].C12=CC=C(N1)C=C1C=CC(=N1)C=C1C=CC(N1)=CC=1C=CC(N1)=C2 porphyrin tri-magnesium